C(C1=CC=CC=C1)C=1OC2=C(C1C(C1=CC=C(C=C1)Cl)=O)C=CCC2 2-benzyl-3-(4-chlorobenzoyl)-6,7-dihydrobenzofuran